N-(2,6-dimethoxy-phenyl)-4-[5-methylsulfanyl-4-(4-trifluoromethoxy-phenyl)-pyrimidin-2-ylamino]-benzamide COC1=C(C(=CC=C1)OC)NC(C1=CC=C(C=C1)NC1=NC=C(C(=N1)C1=CC=C(C=C1)OC(F)(F)F)SC)=O